N-(2-aminoethyl)-2-aminobutanesulphonic acid NCCNC(CS(=O)(=O)O)CC